Cl.C1(CCCC1)CC(=O)NCCCCCCCCCCCCCC 2-cyclopentyl-N-(tridecylmethyl)acetamide hydrochloride